CC1(CC2=C(O1)C(=CC=C2)OC(=O)NC)C The molecule is a carbamate ester and a member of 1-benzofurans. It has a role as an EC 3.1.1.7 (acetylcholinesterase) inhibitor, a carbamate insecticide, an EC 3.1.1.8 (cholinesterase) inhibitor, an acaricide, an agrochemical, an avicide and a nematicide.